Acetyl-indole C(C)(=O)C=1NC2=CC=CC=C2C1